ClC1=C(C=C(C=C1)NC1=NC=C(C(=N1)NC=1C=C(C=CC1)NC(C=C)=O)F)OCC(C)(C)O N-(3-(2-(4-chloro-3-(2-hydroxy-2-methylpropoxy)phenylamino)-5-fluoropyrimidin-4-ylamino)phenyl)acrylamide